(3-methylbenzyl)triphenylphosphonium chloride [Cl-].CC=1C=C(C[P+](C2=CC=CC=C2)(C2=CC=CC=C2)C2=CC=CC=C2)C=CC1